C(C)(=O)C1C(=O)OCCCC1 α-acetyl-ε-caprolactone